N-(4-((4-butylphenyl)ethynyl)-2-fluorophenyl)carboxamide C(CCC)C1=CC=C(C=C1)C#CC1=CC(=C(C=C1)NC=O)F